7-Cyclopentyl-2-{5-[4-(2-methoxy-ethyl)-piperazin-1-yl]-pyridin-2-ylamino}-7H-pyrrolo[2,3-d]pyrimidine-6-carboxylic acid dimethylamide CN(C(=O)C1=CC2=C(N=C(N=C2)NC2=NC=C(C=C2)N2CCN(CC2)CCOC)N1C1CCCC1)C